(S)-7-bromo-N-(3-chloro-2-fluorophenyl)-6-(1-(pyrimidin-2-yl)ethoxy)quinazolin-4-amine BrC1=C(C=C2C(=NC=NC2=C1)NC1=C(C(=CC=C1)Cl)F)O[C@@H](C)C1=NC=CC=N1